2,2-DIMETHYL-N-[6-(1-METHYL-PIPERIDIN-4-CARBONYL)-PYRIDIN-2-YL]-PROPIONAMID CC(C(=O)NC1=NC(=CC=C1)C(=O)C1CCN(CC1)C)(C)C